N,N-Dimethyl-4'-{5-[(7S)-7-{3-oxa-6-azabicyclo[3.1.1]heptan-6-yl}-6,7,8,9-tetrahydro-5H-benzo[7]annulen-2-yl]-2H-pyrazolo[3,4-b]pyridin-3-yl}-[1,1'-biphenyl]-2-carboxamide CN(C(=O)C=1C(=CC=CC1)C1=CC=C(C=C1)C=1NN=C2N=CC(=CC21)C=2C=CC1=C(CC[C@H](CC1)N1C3COCC1C3)C2)C